BrC=1C(=NC(=CN1)N(C1=C(C=C(C=C1)F)F)CC1=CC=C(C=C1)OC)C(/C=C/C(=O)OC)(CC)CC methyl (E)-4-[3-bromo-6-[2,4-difluoro-N-[(4-methoxyphenyl)methyl] anilino] pyrazin-2-yl]-4-ethyl-hex-2-enoate